OC(C)(C)C=1SC(=CN1)[S@@](=O)(N)=NC(NC1=C(C(=NC(=C1C)C)C)C)=O |o1:9| (R) or (S)-2-(2-hydroxypropan-2-yl)-N'-((2,3,5,6-tetramethylpyridin-4-yl)carbamoyl)thiazole-5-sulfonimidamide